(E)-4,4,5,5-tetramethyl-2-(3-((tetrahydro-2H-pyran-2-yl)oxy)prop-1-en-1-yl)-1,3,2-dioxaborolane CC1(OB(OC1(C)C)\C=C\COC1OCCCC1)C